NC1=NC=NN2C1=CC=C2[C@H]2[C@@H]([C@@H]([C@@](O2)(C#N)COP(=O)(OC2=CC=CC=C2)N[C@@H](CCC(=O)OCCCC)C(=O)OC2CCCCC2)O)O 5-Butyl 1-cyclohexyl ((((2R,3S,4R,5S)-5-(4-aminopyrrolo[2,1-f][1,2,4]triazin-7-yl)-2-cyano-3,4-dihydroxytetrahydrofuran-2-yl) methoxy) (phenoxy) phosphoryl)-L-glutamate